FC=1C=C(OCCCC2CC23CCN(CC3)C(=O)OC(C)C)C=C(C1CC(N1CC(C1)CNC[C@@H]([C@H]([C@@H]([C@@H](CO)O)O)O)O)=O)F isopropyl 2-[3-[3,5-difluoro-4-[2-oxo-2-[3-[[[(2S,3R,4R,5R)-2,3,4,5,6-pentahydroxyhexyl]amino]methyl]-azetidin-1-yl]ethyl]phenoxy]propyl]-6-azaspiro[2.5]octane-6-carboxylate